5-[E-2-(4-hydroxyphenyl)ethen-1-yl]benzene-1,3-diol OC1=CC=C(C=C1)/C=C/C=1C=C(C=C(C1)O)O